C(C)(=O)C1=CC=C(C=C1)S(=O)(C)=N (4-Acetylphenyl)(imino)(methyl)-sulfanone